isopropenylboronic acid C(=C)(C)B(O)O